4-chlorobenzyl (4-(2-oxo-2-(((1r,4r)-4-(trifluoromethoxy)cyclohexyl)amino)eth-yl)phenyl)carbamate O=C(CC1=CC=C(C=C1)NC(OCC1=CC=C(C=C1)Cl)=O)NC1CCC(CC1)OC(F)(F)F